C(C)(CC)C1(C=CC=C1)[Ti](N(CC)CC)(N(CC)CC)N(CC)CC (sec-butylcyclopentadienyl)tris(diethylamino)titanium